C(C)(C)(C)OC(=O)N1C(CCC1)OS(=O)(=O)C (methylsulfonyloxy)pyrrolidine-1-carboxylic acid tert-butyl ester